n-Propyltri-n-propoxy-silan C(CC)[Si](OCCC)(OCCC)OCCC